OCOC(C(S)SC(C(=O)[O-])S)=O hydroxymethylthiobis(2-mercaptoacetate)